ClC=1C=C(C(=NC1)OC)S(=O)(=O)NC1=NC=C(C(=C1F)C1=CC=C2C=C(N=CC2=C1)NC)F 5-chloro-N-{3,5-difluoro-4-[3-(methylamino)isoquinolin-7-yl]pyridin-2-yl}-2-methoxypyridine-3-sulfonamide